1-((1-propenoylazetidin-3-yl)methyl)-6-bromo-7-chloroquinoxalin-2(1H)-one C(C=C)(=O)N1CC(C1)CN1C(C=NC2=CC(=C(C=C12)Cl)Br)=O